bufadienolide-d4 C([C@]12C(C[C@H]3[C@@H](CCC4CCCC[C@]34C)[C@H]1CC[C@@H]2C=2C=CC(=O)OC2)[2H])([2H])([2H])[2H]